3-[3-(trifluoromethoxy)phenyl]pyrrolidine trifluoroacetate FC(C(=O)O)(F)F.FC(OC=1C=C(C=CC1)C1CNCC1)(F)F